COC1=C(C(=O)C=2C=C(NC2)C(=O)[O-])C=CC=C1 4-(2-methoxybenzoyl)-1H-pyrrole-2-carboxylate